ClC1=C2C(=NC(=C1)OC)SC=C2 4-chloro-6-methoxythieno[2,3-b]pyridine